C(C1=CC=CC=C1)N1C=C(CCC1CNC(=O)C=1NC2=CC(=CC=C2C1)C1=CC=C(C=C1)F)NC(OC(C)(C)C)=O tert-butyl (1-benzyl-6-((6-(4-fluorophenyl)-1H-indole-2-carboxamido)methyl)-1,4,5,6-tetrahydropyridin-3-yl)carbamate